1-bromo-2-fluoro-4-(difluoromethyl)benzene BrC1=C(C=C(C=C1)C(F)F)F